ClC1=C(C(=CC=C1)Cl)N1N2C(C3=C(C1=O)C=NC(=N3)NC3=CC=C(C=C3)N3CCN(CC3)C)=NC=C2 6-(2,6-dichlorophenyl)-2-((4-(4-methylpiperazin-1-yl)phenyl)amino)imidazo[1,2-b]pyrimido[4,5-d]pyridazin-5(6H)-one